C(C)OC1(C2CCC(C(CC1)C2=C)(C)C)C 2-ETHOXY-2,6,6-trimethyl-9-methylene-bicyclo[3.3.1]nonane